(±)-trans-N-[8-amino-6-(1-methylpyrrolo[2,3-b]pyridin-4-yl)-3-isoquinolinyl]-2-cyano-cyclopropanecarboxamide NC=1C=C(C=C2C=C(N=CC12)NC(=O)[C@H]1[C@@H](C1)C#N)C1=C2C(=NC=C1)N(C=C2)C |r|